C(C)N1C(=NC2=C(C1=O)C=NN2)N2CCC1(CCN(C1)C1=CC(=NC=C1)C(F)(F)F)CC2 5-ethyl-6-(2-(2-(trifluoromethyl)pyridin-4-yl)-2,8-diazaspiro[4.5]decan-8-yl)-1,5-dihydro-4H-pyrazolo[3,4-d]pyrimidin-4-one